C[C@H]1CN(CCC1)C1CCN(CC1)C=1SC(=CN1)C(=O)NCC1=CC=C(C=C1)C(F)(F)F 2-[(3R)-3-methyl-[1,4'-bipiperidine]-1'-yl]-N-[4-(trifluoromethyl)benzyl]-1,3-thiazole-5-carboxamide